3,3'-(cyclohexylmethylene)bis(1H-indole) C1(CCCCC1)C(C1=CNC2=CC=CC=C12)C1=CNC2=CC=CC=C12